N-dimethoxypropyl-N-(3-methoxypropyl)amine COC(CCNCCCOC)OC